6-[[5-[(6-cyano-4-methyl-3-pyridyl)oxy]-3-methyl-imidazo[4,5-b]pyridin-7-yl]amino]-N-ethyl-4-methylpyridine-3-carboxamide C(#N)C1=CC(=C(C=N1)OC1=CC(=C2C(=N1)N(C=N2)C)NC2=CC(=C(C=N2)C(=O)NCC)C)C